C(C)S(=O)(=O)C=1C=CC(=NC1C1=NC=2C(=NC=C(C2)C(F)(F)F)N1C)CC#N 2-[5-ethylsulfonyl-6-[3-methyl-6-(trifluoromethyl)imidazo[4,5-b]pyridin-2-yl]-2-pyridinyl]acetonitrile